(S)-4-(2-chloro-6-(methylsulfonyl)pyridin-4-yl)-3-methylmorpholine ClC1=NC(=CC(=C1)N1[C@H](COCC1)C)S(=O)(=O)C